5-(6-(4-(3-Fluorobenzyl)piperazin-1-yl)pyridin-3-yl)-7-(1-(tetrahydro-2H-pyran-4-yl)-1H-pyrazol-4-yl)quinazoline FC=1C=C(CN2CCN(CC2)C2=CC=C(C=N2)C2=C3C=NC=NC3=CC(=C2)C=2C=NN(C2)C2CCOCC2)C=CC1